3,4,4-trifluorobut-3-en-1-yl 2-(4-(trifluoromethyl)-1H-pyrazol-1-yl)acetate FC(C=1C=NN(C1)CC(=O)OCCC(=C(F)F)F)(F)F